C(C1=CC=CC=C1)N([C@@H]([C@@H](CC)B1OC(C(O1)(C)C)(C)C)C1=CC(=CC=C1)B1OC(C(O1)(C)C)(C)C)CC1=CC=CC=C1 (1S,2R)-N,N-dibenzyl-2-(4,4,5,5-tetramethyl-1,3,2-dioxaborolan-2-yl)-1-(3-(4,4,5,5-tetramethyl-1,3,2-dioxaborolan-2-yl)phenyl)butan-1-amine